N-((S)-2-amino-1-(3-chlorophenyl)ethyl)-1-(5-methyl-2-(((S)-tetrahydrofuran-3-yl)amino)pyrimidin-4-yl)-1H-imidazole-4-carboxamide NC[C@H](C1=CC(=CC=C1)Cl)NC(=O)C=1N=CN(C1)C1=NC(=NC=C1C)N[C@@H]1COCC1